1-(4-hydroxy-4-((4-(trifluoromethyl)phenyl)ethynyl)piperidin-1-yl)prop-2-en-1-one OC1(CCN(CC1)C(C=C)=O)C#CC1=CC=C(C=C1)C(F)(F)F